CCCCC/C=C\\C/C=C\\C/C=C\\C/C=C\\C/C=C\\CCCCCCCCCCCCCCC(=O)SCCNC(=O)CCNC(=O)[C@@H](C(C)(C)COP(=O)([O-])OP(=O)([O-])OC[C@@H]1[C@H]([C@H]([C@@H](O1)N2C=NC3=C(N=CN=C32)N)O)OP(=O)([O-])[O-])O The molecule is a polyunsaturated fatty acyl-CoA(4-) obtained by deprotonation of the phosphate and diphosphate functions of (16Z,19Z,22Z,25Z,28Z)-tetratriacontapentaenoyl-CoA; major species at pH 7.3. It is a conjugate base of a (16Z,19Z,22Z,25Z,28Z)-tetratriacontapentaenoyl-CoA.